P1OCCCC1 phosphoxane